COC(=O)[C@@H]1CCCC=2N1C(N(N2)CC2=CC(=NC1=CC=CC=C21)C(F)(F)F)=O Methyl-(5S)-3-oxo-2-{[2-(trifluoromethyl)quinolin-4-yl]methyl}-2,3,5,6,7,8-hexahydro[1,2,4]triazolo[4,3-a]pyridine-5-carboxylate